N[C@@H](C(=O)O)CC1=CNC2=CC(=CC=C12)C (R)-2-amino-3-(6-methyl-1H-indol-3-yl)propanoic acid